N-((R)-1,1-dicyclohexyl-3-((4-((S)-3,3-difluoro-1-((S)-2-oxo-4-(trifluoromethyl)imidazolidin-1-yl)propyl)-2-fluorophenyl)amino)-3-oxopropan-2-yl)-1-isopropyl-1H-pyrazole-5-carboxamide C1(CCCCC1)C([C@H](C(=O)NC1=C(C=C(C=C1)[C@H](CC(F)F)N1C(N[C@@H](C1)C(F)(F)F)=O)F)NC(=O)C1=CC=NN1C(C)C)C1CCCCC1